CC1=CC(=C(S1)CC(=O)N)C1=CC=CC=C1 2-(5-methyl-3-phenylthiophen-2-yl)acetamide